methyl-phenylalanine CN[C@@H](CC1=CC=CC=C1)C(=O)O